N-(4-methoxybenzo[d]isoxazol-3-yl)quinoline-8-sulfonamide COC1=CC=CC2=C1C(=NO2)NS(=O)(=O)C=2C=CC=C1C=CC=NC21